C1=CC=C2C=CC=C12 Pentalen